N(=[N+]=[N-])[C@@]12[C@@](OC3=C1C=CC(=C3)OC)([C@@H]([C@H]([C@H]2O)C(=O)N(C)C)C2=CC=CC=C2)C2=CC=C(C=C2)OC |r| rac-(1R,2R,3S,3aR,8bS)-8b-azido-1-hydroxy-6-methoxy-3a-(4-methoxyphenyl)-N,N-dimethyl-3-phenyl-2,3-dihydro-1H-cyclopenta[b]benzofuran-2-carboxamide